N-methyl-1'-((3-methyl-4-oxo-4,5-dihydropyrrolo[1,2-a]quinoxalin-7-yl)methyl)-1',2',3',6'-tetrahydro-[3,4'-bipyridine]-6-carboxamide CNC(=O)C1=CC=C(C=N1)C=1CCN(CC1)CC=1C=C2NC(C=3N(C2=CC1)C=CC3C)=O